ClC1=CC=C(C=2NC(=NC21)C(=O)OC)Cl methyl 4,7-dichloro-1H-1,3-benzodiazole-2-carboxylate